C1(CC1)C1=NN(C=N1)C1CC2(CN(C2)C(=O)N2CC3(CN(C3)S(=O)(=O)C=3C(=NC=CC3)C(F)(F)F)C2)C1 [6-(3-cyclopropyl-1,2,4-triazol-1-yl)-2-azaspiro[3.3]heptan-2-yl]-[2-[[2-(trifluoromethyl)-3-pyridyl]sulfonyl]-2,6-diazaspiro[3.3]heptan-6-yl]methanone